2-(2-oxabicyclo[2.1.1]hex-4-yl)-N-(1-cyclopropyl-2-oxo-1,2-dihydropyridin-3-yl)-7-isopropoxyimidazo[1,2-a]pyrimidine-6-carboxamide C12OCC(C1)(C2)C=2N=C1N(C=C(C(=N1)OC(C)C)C(=O)NC=1C(N(C=CC1)C1CC1)=O)C2